C1=CC=CC=2N(C3=CC=CC=C3CC12)CC1=CC=C(C(=O)NNCC)C=C1 4-(acridin-10(9H)-ylmethyl)-N'-ethylbenzoic hydrazide